BrCC(C(=O)OC)CCC(C)(F)F methyl 2-(bromomethyl)-5,5-difluorohexanoate